C(C)(C)(C)OC(=O)NC1CCC(CC1)N(C(OC(C)(C)C)=O)[C@H]1[C@@H](C1)C1=CC=C(C=C1)C1CC1 tert-butyl (4-((tert-butoxycarbonyl) amino)cyclohexyl)((trans)-2-(4-cyclopropylphenyl)cyclopropyl)carbamate